ClC1=C(C(=O)NC2CC2)C=C(C=C1)C=1C=NN(C1)C1=C(C=C(C=C1Cl)C(C(F)(F)F)(C(F)(F)F)F)Cl 2-chloro-N-cyclopropyl-5-[1-[2,6-dichloro-4-[1,2,2,2-tetrafluoro-1-(trifluoromethyl)ethyl]phenyl]pyrazol-4-yl]benzamide